F[C@@H]1CN(C[C@@H]1F)CCCCC(=O)O 5-[cis-3,4-difluoropyrrolidin-1-yl]pentanoic acid